C(#N)C1(CC12CC2)C=2C=C1C=C(N=CC1=CC2)NC(=O)C2C(C2)C=2C=NN(C2)C N-(6-(1-cyanospiro[2.2]pentan-1-yl)isoquinolin-3-yl)-2-(1-methyl-1H-pyrazol-4-yl)cyclopropane-1-carboxamide